C(C1=CC=CC=C1)P(CC1=CC=CC=C1)[C-]1C=CC=C1.[C-]1(C=CC=C1)P(CC1=CC=CC=C1)CC1=CC=CC=C1.[Fe+2] bis(dibenzylphosphino)ferrocene